6-((4-((1-(cyclopropylmethyl)-1H-pyrazol-4-yl)methoxy)-3-methoxyphenyl)amino)-3-morpholinoquinoxaline-5-carbonitrile C1(CC1)CN1N=CC(=C1)COC1=C(C=C(C=C1)NC1=C(C=2N=C(C=NC2C=C1)N1CCOCC1)C#N)OC